3-Hydroxypyridinic acid OC=1C(=NC=CC1)C(=O)O